4-(3-((3-(difluoromethyl)-1-(piperidin-4-yl)-1H-pyrazol-4-yl)carbonyl)pyrazolo[1,5-a]Pyrimidin-5-yl)piperazine-1-carboxylic acid benzyl ester C(C1=CC=CC=C1)OC(=O)N1CCN(CC1)C1=NC=2N(C=C1)N=CC2C(=O)C=2C(=NN(C2)C2CCNCC2)C(F)F